C1C(CC12CC(C2)N)N spiro-[3.3]heptane-2,6-diamine